C1(CCC1)CN1CCN(CC1)CC1=CC=2N(C=C1)N=CC2N2C(NC(CC2)=O)=O 1-(5-((4-(cyclobutylmethyl)piperazin-1-yl)methyl)pyrazolo[1,5-a]pyridin-3-yl)dihydropyrimidine-2,4(1H,3H)-dione